ONC(=O)C1=NOC(=C1)CCNC=1N=C2C=CC=CC2=C2C=CC=CC12 N-hydroxy-5-(2-(phenanthridin-6-ylamino)ethyl)isoxazole-3-carboxamide